CC#C methyl-acetylene